NC1=CC=CC(=N1)S(=O)(=O)NC1=NC(=C(C(=C1)C(F)(F)F)Cl)C1=C(C=CC=C1C)C 6-amino-N-(5-chloro-6-(2,6-dimethylphenyl)-4-(trifluoromethyl)pyridin-2-yl)pyridine-2-sulfonamide